1-phenyl-N-(2,3,6-trifluoro-4-(2-(((3S,5S)-5-fluoro-5-methylpiperidin-3-yl)amino)-8-isopropyl-7-oxo-7,8-dihydropyrido[2,3-d]pyrimidin-6-yl)phenyl)methanesulfonamide C1(=CC=CC=C1)CS(=O)(=O)NC1=C(C(=C(C=C1F)C1=CC2=C(N=C(N=C2)N[C@@H]2CNC[C@@](C2)(C)F)N(C1=O)C(C)C)F)F